C(C1=CC=CC=C1)N1C=C(C(C(=C1)C(=O)O)=O)C(=O)O 1-benzyl-4-oxo-1,4-dihydropyridine-3,5-dicarboxylic acid